3-(4-(((tert-butyldimethylsilyl)oxy)methyl)pyridin-2-yl)-N-(1-(2-((4-methoxybenzyl)oxy)pyridin-3-yl)ethyl)imidazo[1,2-b]pyridazin-6-amine [Si](C)(C)(C(C)(C)C)OCC1=CC(=NC=C1)C1=CN=C2N1N=C(C=C2)NC(C)C=2C(=NC=CC2)OCC2=CC=C(C=C2)OC